OC(=O)C(F)(F)F.OC(=O)C(F)(F)F.N[C@@H](C(=O)OC1CCCC1)CC=1C=NC=CC1 Cyclopentyl (2R)-2-amino-3-(pyridine-3-yl)propanoate di-TFA salt